C(C)(C)(C)C=1C=C(C=CC1O)C(CC(=O)O)(C)C1=CC(=C(C=C1)O)C(C)(C)C 3,3-di(3-tert-butyl-4-hydroxyphenyl)butyric acid